tert-butyl (S)-3-(4-(4-bromo-3-cyanopyrazolo[1,5-a]pyridin-6-yl)-1H-pyrazol-1-yl)pyrrolidine-1-carboxylate BrC=1C=2N(C=C(C1)C=1C=NN(C1)[C@@H]1CN(CC1)C(=O)OC(C)(C)C)N=CC2C#N